methyl (1s,4s)-2'-bromo-4-[(3-chlorophenyl)(trifluoroacetyl)amino]-5'-fluorospiro[cyclohexane-1,1'-indene]-4-carboxylate BrC=1C2(C3=CC=C(C=C3C1)F)CCC(CC2)(C(=O)OC)N(C(C(F)(F)F)=O)C2=CC(=CC=C2)Cl